N-(5-(4-chlorophenyl)thiazolo[5,4-b]pyridin-2-yl)-6-cyano-2-(3-oxopiperazin-1-yl)nicotinamide ClC1=CC=C(C=C1)C1=CC=C2C(=N1)SC(=N2)NC(C2=C(N=C(C=C2)C#N)N2CC(NCC2)=O)=O